COC1=C(CNCCC2=C(C=C(C(=C2)OC)C(F)(F)F)OC)C=CC=C1 N-(2-methoxybenzyl)-1-[2,5-dimethoxy-4-(trifluoromethyl)phenyl]-2-aminoethane